C(CCCCCCCCCCCCCCC)OP(=O)([O-])OCC[N+](C)(C)C n-hexadecylphosphocholine